C(C)OC1=C(C(=O)NC=2OC(=NN2)C=2SC=CC2)C=CC=C1 2-ethoxy-N-(5-(thiophen-2-yl)-1,3,4-oxadiazol-2-yl)benzamide